N[C@@H](C[TeH])C(=O)O tellurocysteine